OCCCNC(=O)C1=CC(=NC=C1)N1CC2(CC1)CN(CC2)C2=CC=CC=C2 N-(3-hydroxypropyl)-2-(7-phenyl-2,7-diazaspiro[4.4]nonan-2-yl)pyridine-4-carboxamide